NC1=NC=C(C(=C1C(=O)N[C@@H]1[C@H](CCC1)OCC1=CC=C(C=C1)B1OC(C(O1)(C)C)(C)C)OC)C=1C=NN(C1)C 2-amino-4-methoxy-5-(1-methyl-1H-pyrazol-4-yl)-N-[(1S,2S)-2-{[4-(4,4,5,5-tetramethyl-1,3,2-dioxaborolan-2-yl)phenyl]methoxy}cyclopentyl]pyridine-3-carboxamide